2-(thiazole-2-yl)-1,4-dihydropyrimidine-5-carboxylic acid ethyl ester C(C)OC(=O)C=1CN=C(NC1)C=1SC=CN1